CC(CCCC=C)CCCC(C)C 6,10-dimethylundecene